ONC(=O)C=1CCN(CC1)S(=O)(=O)C1=CC=C(C=C1)C1=CC=C(C=C1)CN1CCN(CC1)C N-hydroxyl-1-((4'-((4-methylpiperazine-1-yl)methyl)-[1,1'-biphenyl]-4-yl)sulfonyl)-1,2,3,6-tetrahydropyridine-4-formamide